2-fluoro-3-[(2-oxo-1-imidazolidinyl)methyl]benzonitrile FC1=C(C#N)C=CC=C1CN1C(NCC1)=O